isopropyl alcoholate C(C)(C)[O-]